C(C)(=O)O[C@@H]1[C@H](O[C@H]([C@@H]1OC(C)=O)N1C2=NC(=NC(=C2N=C1)Cl)Cl)CCP(=O)(OCC)OCC [(2R,3R,4R,5R)-4-acetoxy-5-(2,6-dichloropurin-9-yl)-2-(2-diethoxyphosphoryl ethyl) tetrahydrofuran-3-yl] acetate